BrC=1C(N(C(=CC1OCC1=C(C=C(C=C1)F)F)C)CC=1SC=CC1)=O 3-bromo-4-[(2,4-difluorobenzyl)oxy]-6-methyl-1-(thiophen-2-ylmethyl)pyridin-2(1H)-one